N-((1R,2S)-2-Aminocyclopentyl)-4-oxo-5-(5-phenylpyridin-3-yl)-4,5-dihydro-3H-1-thia-3,5,8-triazaacenaphthylene-2-carboxamide N[C@@H]1[C@@H](CCC1)NC(=O)C=1SC=2N=CC=C3N(C(NC1C23)=O)C=2C=NC=C(C2)C2=CC=CC=C2